(2R,4S)-2-phenyl-4-(trifluoromethyl)piperidine C1(=CC=CC=C1)[C@@H]1NCC[C@@H](C1)C(F)(F)F